tetrachlorophthalic acid fluorine [F].ClC=1C(=C(C(=C(C1C(=O)O)C(=O)O)Cl)Cl)Cl